BrC=1C(=NC(=CC1)Br)SCC(=O)O 2-(3,6-dibromopyridin-2-yl)sulfanylacetic acid